3-[(dimethylamino)dimethylsilyl]propyl 2-methyl-2-propenoate CC(C(=O)OCCC[Si](C)(C)N(C)C)=C